C[C@@H]1CN(C[C@@H](N1)C)C1=CC=C(C=C1)C(F)(F)F (3R,5S)-3,5-dimethyl-1-[4-(trifluoromethyl)phenyl]piperazine